1-(6-((5-chloro-3-fluoropyridin-2-yl)methoxy)pyridin-2-yl)piperazine trifluoroacetate salt FC(C(=O)O)(F)F.ClC=1C=C(C(=NC1)COC1=CC=CC(=N1)N1CCNCC1)F